CN(\C=N\C=1N(C=CN1)CCC)C (E)-N,N-dimethyl-N'-(1-propyl-1H-imidazol-2-yl)formimidamide